2-ethylhexanoic acid manganese salt [Mn+2].C(C)C(C(=O)[O-])CCCC.C(C)C(C(=O)[O-])CCCC